C1(CC1)OC=1C=C(C=CC1)C1=CC(=NN1CC1=C(C=CC=C1)OCC)COC(C(=O)O)(C)C 2-([5-(3-Cyclopropoxyphenyl)-1-[(2-ethoxyphenyl)methyl]-1H-pyrazol-3-yl]-methoxy)-2-methylpropanoic acid